C(C)(C)(C)OC(=O)N[C@@H]1CC(C[C@@H]1O)C(=O)OCC ethyl (3R,4S)-3-((tert-butoxycarbonyl) amino)-4-hydroxycyclopentane-1-carboxylate